OP(O)OP(O)O.C(C)(C)(C)C1=C(C(=CC(=C1)C)C(C)(C)C)C(O)(C(CO)(CO)CO)C1=C(C=CC=C1)C1CCCCC1 (2,6-di-tert-butyl-4-methylphenyl)(2-cyclohexylphenyl)pentaerythritol diphosphite